(4-(1-(3-(cyanomethyl)-1-(ethylsulfonyl)azetidin-3-yl)-1H-pyrazol-4-yl)-7H-pyrrolo[2,3-d]pyrimidin-7-yl)methyl 2-(4-isobutylphenyl)propionate C(C(C)C)C1=CC=C(C=C1)C(C(=O)OCN1C=CC2=C1N=CN=C2C=2C=NN(C2)C2(CN(C2)S(=O)(=O)CC)CC#N)C